(4-(3-(4-((1-(3-(4-(2-(2,6-dioxopiperidin-3-yl)-1,3-dioxoisoindolin-5-yl)piperidin-1-yl)propyl)piperidin-4-yl)methoxy)phenoxy)-6-hydroxybenzo[b]thiophen-2-yl)phenyl)boronic acid O=C1NC(CCC1N1C(C2=CC=C(C=C2C1=O)C1CCN(CC1)CCCN1CCC(CC1)COC1=CC=C(OC=2C3=C(SC2C2=CC=C(C=C2)B(O)O)C=C(C=C3)O)C=C1)=O)=O